COC1=C(CNC=2N=NC(=CC2C(=O)NC2CCC(CC2)COC)N2C=NC=C2)C=CC(=C1)OC ((2,4-Dimethoxybenzyl)amino)-6-(1H-imidazol-1-yl)-N-((1r,4r)-4-methoxyMethylcyclohexyl)pyridazine-4-carboxamide